FC=1C=C(C#N)C=CC1COC1=CC(=C2CCNCC2=C1)F 3-Fluoro-4-(((5-fluoro-1,2,3,4-tetrahydroisoquinolin-7-yl)oxy)methyl)benzonitrile